N-[1-(4-methoxyphenyl)propyl]-6-methyl-4-[(1-methylcyclopropyl)amino]furo[2,3-d]pyrimidine-5-carboxamide COC1=CC=C(C=C1)C(CC)NC(=O)C1=C(OC=2N=CN=C(C21)NC2(CC2)C)C